5-((4-chloro-2-formyl-5-((3'-(2-(4-formyl-1H-1,2,3-triazol-1-yl)ethoxy)-2,2'-dimethyl-[1,1'-biphenyl]-3-yl)methoxy)phenoxy)methyl)nicotinonitrile ClC1=CC(=C(OCC=2C=NC=C(C#N)C2)C=C1OCC=1C(=C(C=CC1)C1=C(C(=CC=C1)OCCN1N=NC(=C1)C=O)C)C)C=O